The molecule is a 3-hydroxybutanenitrile that has R configuration. A metabolite isolated from Aspergillus sp. KJ-9, it is active against a wide variety of phytopathogenic fungi. It has a role as an antifungal agent and a fungal metabolite. C[C@H](CC#N)O